5-methyl-uridinenicotinamide hydrobromide Br.CC=1C(NC(N([C@]2([C@H](O)[C@H](O)[C@@H](CO)O2)C2=CC=NC=C2C(=O)N)C1)=O)=O